ClC=1C=NC(=NC1)\C(=C/C(=O)NC[C@H](CC1=CC(=C(C(=O)N)C=C1F)F)N(C)C)\C1(CC1)C(F)(F)F 4-[(2S)-3-[(2Z)-3-(5-chloropyrimidin-2-yl)-3-[1-(trifluoromethyl)cyclopropyl]prop-2-enamido]-2-(dimethylamino)propyl]-2,5-difluorobenzamide